tert-butyl (S)-3-(2-(2-aminoacetamido)thiazol-4-yl)piperidine-1-carboxylate NCC(=O)NC=1SC=C(N1)[C@@H]1CN(CCC1)C(=O)OC(C)(C)C